montanyl octatriacontanoate C(CCCCCCCCCCCCCCCCCCCCCCCCCCCCCCCCCCCCC)(=O)OCCCCCCCCCCCCCCCCCCCCCCCCCCCC